CNC=1C2=C(N=C(N1)C1CN(CC1)C(=O)C1=CC3=CC=CC=C3C=C1)CNCC2 [3-[4-(methylamino)-5,6,7,8-tetrahydropyrido[3,4-d]pyrimidin-2-yl]pyrrolidin-1-yl]-(2-naphthyl)methanone